FC(N1N=CC(=C1)N1N=CC2=CC=C(C=C12)[N+](=O)[O-])F 1-(1-(Difluoromethyl)-1H-pyrazol-4-yl)-6-nitro-1H-indazole